(2R,5S)-2-ethyl-1-(1-(3-fluoro-4-(trifluoromethyl)phenyl)-2-methylpropyl)-5-methylpiperazine dihydrochloride Cl.Cl.C(C)[C@H]1N(C[C@@H](NC1)C)C(C(C)C)C1=CC(=C(C=C1)C(F)(F)F)F